(R)-N4-(1-(3-amino-5-(trifluoromethyl)phenyl)ethyl)-N6-isopropyl-2-(pyrrolidin-1-yl)pyrido[3,4-d]pyrimidine-4,6-diamine NC=1C=C(C=C(C1)C(F)(F)F)[C@@H](C)NC=1C2=C(N=C(N1)N1CCCC1)C=NC(=C2)NC(C)C